4-(3-(2-methyl-4-phenylquinolin-3-yl)-3-oxoprop-1-en-1-yl)benzaldehyde CC1=NC2=CC=CC=C2C(=C1C(C=CC1=CC=C(C=O)C=C1)=O)C1=CC=CC=C1